C1(=CC(=CC=C1)C[C@]1(C[C@H](CC1)NC(=O)OC(C)(C)C)C(=O)[O-])C1=CC=CC=C1 |o1:7,9| (1R*,3S*)-1-([1,1'-biphenyl]-3-ylmethyl)-3-(tert-butoxycarbonylamino)cyclopentane-1-carboxylate